[Ti+2].C1(=CC=CC=C1)C(=CC1=CC=C(C=C1)C1=CC=C(C=C1)C=C(C1=CC=CC=C1)C1=CC=CC=C1)C1=CC=CC=C1 4,4'-bis(diphenylethenyl)biphenyl Titanium(II)